CC1=C(C=2N(C=C1C1=C(C(=NN1)C=1SC(=C(N1)C)C1CCN(CC1)C(C)C)C(C)C)N=CN2)C 2-(5-(7,8-dimethyl-[1,2,4]triazolo[1,5-a]pyridin-6-yl)-4-isopropyl-1H-pyrazol-3-yl)-5-(1-isopropylpiperidin-4-yl)-4-methylthiazole